Palladium (II) dichloromethane ClCCl.[Pd+2]